4-(2H-Benzo[b][1,4]oxazin-4(3H)-yl)aniline O1C2=C(N(CC1)C1=CC=C(N)C=C1)C=CC=C2